4-[[2-[(2-bromo-3,4,5,6-tetrafluoro-phenyl)sulfonyl-[[2-(trifluoromethyl)phenyl]methyl]amino]acetyl]-[(3,5-dicyclopropylphenyl)methyl]amino]-3-ethoxy-benzoic acid BrC1=C(C(=C(C(=C1F)F)F)F)S(=O)(=O)N(CC(=O)N(C1=C(C=C(C(=O)O)C=C1)OCC)CC1=CC(=CC(=C1)C1CC1)C1CC1)CC1=C(C=CC=C1)C(F)(F)F